5,6-difluoro-1-methyl-1H-indole-2-carboxylic acid methyl ester COC(=O)C=1N(C2=CC(=C(C=C2C1)F)F)C